FC1=C2C(=C(C=3N=C(NC31)CNC)F)CCC2 4,8-difluoro-2-(methylaminomethyl)-3,5,6,7-tetrahydrocyclopenta[f]benzimidazol